2-ethylhexanoic acid tin (II) [Sn+2].C(C)C(C(=O)O)CCCC